C(C)(C)(C)OC(=O)N1CCC2(CNC2)CC1 tert-butyl-2,7-diazaspiro[3.5]nonane-7-carboxylate